4-(1-pentyl-1H-pyrazol-3-yl)aniline C(CCCC)N1N=C(C=C1)C1=CC=C(N)C=C1